C1(=CC=C(C=C1)[Si](C1=CC=C(C=C1)C)(C1=CC=C(C=C1)C)O[Cr](=O)(=O)O[Si](C1=CC=C(C=C1)C)(C1=CC=C(C=C1)C)C1=CC=C(C=C1)C)C.OC1=CC(=C2C(=CC(OC2=C1)=O)C1=CC=CC=C1)OCCCCCCCCCCNC(C(C1=C(NC2=CC=CC=C12)C1=CC=CC=C1)=O)=O N-(10-((7-hydroxy-2-oxo-4-phenyl-2H-chromen-5-yl)oxy)decyl)-2-oxo-2-(2-phenyl-1H-indol-3-yl)acetamide bis(tri-p-tolylsilyl)chromate